C(C1CO1)OC(C=CC=CC)=O.[F-].C(CCCCCCCCCCC)[NH+]1CC(CCC1)CCCC 1-Dodecyl-3-butylpiperidinium fluorid glycidyl-2,4-hexadienoate